C1(CC1)C#CC1=CC(=C(C=C1)CO)F (4-(cyclopropylethynyl)-2-fluorophenyl)methanol